4-(3,5-dimethylisoxazol-4-yl)-2-(3,7-dimethylocta-2,6-dien-1-yl)-5-pentylbenzene-1,3-diol CC1=NOC(=C1C1=C(C(=C(C=C1CCCCC)O)CC=C(CCC=C(C)C)C)O)C